C1(CC1)C1=NN(C(=C1C(F)(F)F)C(=O)NC1=CC(=NC=C1)SC)C[C@H]1CC(CC1)(F)F (R)-3-Cyclopropyl-1-((3,3-difluorocyclopentyl)methyl)-N-(2-(methylthio)pyridin-4-yl)-4-(trifluoromethyl)-1H-pyrazole-5-carboxamide